ClC1=CC=C(OCC(=O)N2C[C@@H](N(CC2)CC2=NC3=CC=CC=C3C(N2C2=NC(=CC=C2OC(C)C)C(F)(F)F)=O)C)C=C1 (S)-2-((4-(2-(4-chlorophenoxy)acetyl)-2-methylpiperazin-1-yl)methyl)-3-(3-isopropoxy-6-(trifluoromethyl)pyridin-2-yl)quinazolin-4(3H)-one